B1(C2=C(CO1)C=C(C=C2)F)O The molecule is a member of the class of benzoxaboroles that is 1,3-dihydro-1-hydroxy-2,1-benzoxaborole substituted at position 5 by a fluoro group. A topical antifungal agent used for the treatment of onychomycosis (fungal infection of the toenails and fingernails). It has a role as an antifungal agent, a protein synthesis inhibitor and an EC 6.1.1.4 (leucine--tRNA ligase) inhibitor. It is an organofluorine compound and a benzoxaborole.